1-[(1S)-1-(2-pyrimidin-2-yl-1,2,4-triazol-3-yl)ethyl]-3-[4-(trifluoromethyl)phenyl]urea N1=C(N=CC=C1)N1N=CN=C1[C@H](C)NC(=O)NC1=CC=C(C=C1)C(F)(F)F